8-cyclopentyl-N-(3-fluoro-5-(4-(4-fluorophenyl)-1H-1,2,3-triazol-1-yl)benzyl)-7H-purine-6-carboxamide C1(CCCC1)C1=NC2=NC=NC(=C2N1)C(=O)NCC1=CC(=CC(=C1)N1N=NC(=C1)C1=CC=C(C=C1)F)F